C(C)(C)(C)OC(NN1CCN(CC1)C1=CC(=NN1)C1=C(C(=CC=C1)Br)OC)=O 4-(3-(3-bromo-2-methoxyphenyl)-1H-pyrazol-5-yl)piperazine-1-carbamic acid tert-butyl ester